COC1=C(C=CC=C1)N1COC(=N1)C(F)(F)F 3-(2-methoxyphenyl)-5-trifluoromethyl-1,3,4-oxadiazole